OC1(CC1)C1=NNC(=N1)C1CC2(CN(C2)C(=O)N2CC3(C2)CC(C3)CC=3C=NN(C3)C(F)(F)F)C1 [6-[3-(1-hydroxycyclopropyl)-1H-1,2,4-triazol-5-yl]-2-azaspiro[3.3]heptan-2-yl]-[6-[[1-(trifluoromethyl)pyrazol-4-yl]methyl]-2-azaspiro[3.3]heptan-2-yl]methanone